FC=1C(=C2C=CN=CC2=C(C1)[C@H](CO)O)CN[C@@H]1C[C@H](C1)OC1=CC(=C(C=C1)F)C(F)(F)F trans-(R)-1-(6-fluoro-5-(((3-(4-fluoro-3-(trifluoromethyl)phenoxy)cyclobutyl)amino)methyl)isoquinolin-8-yl)ethane-1,2-diol